C(C)N1C(=CC2=CC(=CC=C12)F)C1=NC2=C(N1C)C=CC(=C2)C(=O)N2C[C@@H](CCC2)NC(OC(C)(C)C)=O (R)-tert-Butyl (1-(2-(1-ethyl-5-fluoro-1H-indol-2-yl)-1-methyl-1H-benzo[d]imidazole-5-carbonyl)piperidin-3-yl)carbamate